C(C)(C)(C)OC(=O)N1C2CN(CC1CC2)C=2OC1=C(N2)C(=CC=C1C=1N=CSC1)O[Si](C)(C)C(C)(C)C.C[As]C Dimethyl-arsenic tert-Butyl-3-(4-((tert-butyldimethylsilyl)oxy)-7-(thiazol-4-yl)benzo[d]oxazol-2-yl)-3,8-diazabicyclo[3.2.1]octane-8-carboxylate